C(C)(C)S(=O)(=O)C1=C(C=CC=C1)C1=CC=NC1 4-(2-(isopropylsulfonyl)phenyl)-5H-pyrrole